ClC1=C2C(=NC=C1C(=O)N1C[C@@H]3N(CC1)C[C@H](CC3)C3=CC(=C(C=C3)F)Cl)ON=C2C |r| (4-chloro-3-methyl-[1,2]oxazolo[5,4-b]pyridin-5-yl)-[rac-(7R,9aR)-7-(3-chloro-4-fluorophenyl)-1,3,4,6,7,8,9,9a-octahydropyrido[1,2-a]pyrazin-2-yl]methanone